FC1=C(C=CC=C1)C(O)C1=CC=CC=C1 (2-Fluorophenyl)(phenyl)methanol